tert-butyl ((2R,4S,5R)-2-((S)-1-(4-fluorophenyl)-1,2,3,4-tetrahydroisoquinoline-2-carbonyl)-5-hydroxytetrahydro-2H-pyran-4-yl)carbamate FC1=CC=C(C=C1)[C@@H]1N(CCC2=CC=CC=C12)C(=O)[C@@H]1OC[C@@H]([C@H](C1)NC(OC(C)(C)C)=O)O